NCCNCCCO[Si](OCC)(OCC)CCC1=CC=CC=C1 aminoethylaminomethylphenethyltriethoxysilane